6-bromo-2-methyl-1H-indole BrC1=CC=C2C=C(NC2=C1)C